FC1=CC=C(C=C1)C1=NN(C=C1C1=C2N=C(NC2=NC=N1)C1=CC=CC=C1)CCCO[Si](C(C)C)(C(C)C)C(C)C 6-(3-(4-fluorophenyl)-1-(3-((triisopropylsilyl)oxy)propyl)-1H-pyrazol-4-yl)-8-phenyl-9H-purine